6-(4-hydroxyphenoxy)-1-bromohexane OC1=CC=C(OCCCCCCBr)C=C1